2-[2-methyl-6-(trifluoromethyl)pyrimidin-4-yl]-6-[1-(2,2,2-trifluoroethyl)-1H-pyrazolo[3,4-b]pyrazin-6-yl]-2,6-diazaspiro[3.4]octane CC1=NC(=CC(=N1)N1CC2(C1)CN(CC2)C2=CN=C1C(=N2)N(N=C1)CC(F)(F)F)C(F)(F)F